2-{2-[(S)-Benzyloxycarbonylamino(4,4-difluorocyclohexyl)methyl]-4-fluoro-1H-benzimidazol-5-yl}-4,4-difluoropentanoic acid methyl ester COC(C(CC(C)(F)F)C1=C(C2=C(NC(=N2)[C@H](C2CCC(CC2)(F)F)NC(=O)OCC2=CC=CC=C2)C=C1)F)=O